C(#N)C(C(=O)NC(OCC)=O)=NNC1=CC(=C(C(=C1)Cl)OC=1C(=C2C3(C(NC2=CC1)=O)CCC3)F)Cl ethyl (2-cyano-2-(2-(3,5-dichloro-4-((4'-fluoro-2'-oxospiro[cyclobutane-1,3'-indolin]-5'-yl)oxy)phenyl)hydrazineylidene)acetyl)carbamate